CN1N=CC(=C1)S(=O)(=O)NC1=NC(=C(C(=N1)C1=C(C=CC=C1)C)C)OC1=CC=CC=C1 1-methyl-N-[5-methyl-4-(o-tolyl)-6-phenoxy-pyrimidin-2-yl]pyrazole-4-sulfonamide